ClC1=NC2=NC(=CN=C2C(=N1)N1CC(CCC1)C(F)(F)F)Cl 2,7-dichloro-4-(3-(trifluoromethyl)piperidin-1-yl)pteridine